C(C)C1=C(C=C(C(=O)O)C=C1)S(NC1=C(C=CC(=C1)C=1C=NOC1C)N1CCCCC1)(=O)=O 4-Ethyl-3-(N-(5-(5-methylisoxazol-4-yl)-2-(piperidin-1-yl)phenyl)sulfamoyl)benzoic acid